BrC=1C=2N(C(=NC1)NCC=1OC=CC1)C=NC2 8-bromo-N-(furan-2-ylmethyl)imidazo[1,5-c]pyrimidin-5-amine